3-fluoro-4-((6-((piperidin-4-yloxy)methyl)pyridin-2-yloxy)methyl)benzonitrile FC=1C=C(C#N)C=CC1COC1=NC(=CC=C1)COC1CCNCC1